C(C1=CC=CC=C1)OCCCOC1=C(C=CC(=C1)C1=NN(C2=CN=C(C=C21)Br)S(=O)(=O)CC2=CC=CC=C2)N2CCOCC2 4-(2-(3-(benzyloxy)propoxy)-4-(5-bromo-1-toluenesulfonyl-1H-pyrazolo[3,4-c]pyridin-3-yl)phenyl)morpholine